C(C)(C)(C)OC(=O)N1[C@H](CN(CC1)C1=CC=CC2=C1N(C(=N2)C=2C(=NC=NC2)N)C)C 1-tert-butoxycarbonyl-(2S)-4-[2-(4-aminopyrimidin-5-yl)-1-methyl-1H-benzimidazol-7-yl]-2-methylpiperazine